(E)-N-(6-methoxy-5-(4-methylpent-en-1-yl)pyridin-3-yl)acrylamide COC1=C(C=C(C=N1)NC(C=C)=O)\C=C\CC(C)C